2-amino-4-(2-fluoro-3-(pyridin-3-yl)phenyl)-6-(piperidin-1-yl)pyridine-3,5-dicarbonitrile NC1=NC(=C(C(=C1C#N)C1=C(C(=CC=C1)C=1C=NC=CC1)F)C#N)N1CCCCC1